7-chloro-1,6-naphthyridin-2-ol Ethyl-(2E)-3-(4-amino-6-chloropyridin-3-yl)prop-2-enoate C(C)/C(/C(=O)OC1=NC2=CC(=NC=C2C=C1)Cl)=C\C=1C=NC(=CC1N)Cl